N-((5-chloro-6-(thiazol-4-ylmethoxy)-1H-indol-2-yl)methyl)-1-(trifluoromethyl)cyclopropane-1-carboxamide ClC=1C=C2C=C(NC2=CC1OCC=1N=CSC1)CNC(=O)C1(CC1)C(F)(F)F